2-[(4R)-6-(difluoromethoxy)-4-[[6-oxo-5-(trifluoromethyl)-1-(2-trimethylsilylethoxymethyl)pyridazin-4-yl]amino]hexyl]-7-fluoro-6-[5-(trifluoromethyl)pyrimidin-2-yl]isoquinolin-1-one FC(OCC[C@@H](CCCN1C(C2=CC(=C(C=C2C=C1)C1=NC=C(C=N1)C(F)(F)F)F)=O)NC=1C=NN(C(C1C(F)(F)F)=O)COCC[Si](C)(C)C)F